C(C)O[Si](CCSSSSCC[Si](OCC)(OCC)OCC)(OCC)OCC bis[2-(triethoxysilyl) ethyl] tetrasulfide